C(CCCCCCCCCCCCCCCCCCCCCC)NCCS(=O)(=O)O N-tricosyltaurine